P(=O)(OC[C@]1(N2CCC(C1=O)CC2)COC)(OC[C@]2(N1CCC(C2=O)CC1)COC)[O-] bis(((1S,2R,4S)-2-(methoxymethyl)-3-oxoquinuclidin-2-yl) methyl) phosphate